N1=C(NC2=C1C=CC=C2)C=2O[C@H](CN2)C(C)(C)C (S)-2-(benzo[d]imidazol-2-yl)-5-(tert-butyl)-4,5-dihydro-oxazole